tert-butyl (S)-(2-((5-(3-(1-(5-fluoro-3-methylbenzofuran-2-yl)-2-methylpropyl)ureido)pyrimidin-2-yl)(methyl)amino)ethyl)carbamate FC=1C=CC2=C(C(=C(O2)[C@H](C(C)C)NC(NC=2C=NC(=NC2)N(CCNC(OC(C)(C)C)=O)C)=O)C)C1